tert-butyl (R)-(1-(5-carbamoylpyrazin-2-yl)pyrrolidin-3-yl)(methyl)carbamate C(N)(=O)C=1N=CC(=NC1)N1C[C@@H](CC1)N(C(OC(C)(C)C)=O)C